C(=O)(O)C=1C(=C(C=O)C=CC1)C(=O)O dicarboxyl-benzaldehyde